NC1=C(C=C(C=N1)NC(C(N1CC(CCC1)C1=CC=CC=C1)=O)=O)C N-(6-amino-5-methylpyridin-3-yl)-2-oxo-2-(3-phenylpiperidin-1-yl)acetamide